1-Methyl-5-[3-(1H-tetrazol-5-yl)phenyl]-1H-naphtho[1,2-b][1,4]diazepine CN1C2=C(N(C=CC1)C1=CC(=CC=C1)C1=NN=NN1)C=CC1=CC=CC=C12